tert-butyl (S)-(1-(1-oxo-1,3-dihydroisobenzofuran-5-yl)ethyl)carbamate O=C1OCC2=CC(=CC=C12)[C@H](C)NC(OC(C)(C)C)=O